FC1=C(C(=O)N(C2=NC=CC3=CC=CC(=C23)C)[C@H]2CN(CCC2)C(=O)OC(C)(C)C)C=CC(=C1)N(C1=NC=CC(=N1)C)C tert-butyl (R)-3-(2-fluoro-4-(methyl(4-methylpyrimidin-2-yl)amino)-N-(8-methylisoquinolin-1-yl)benzamido)piperidine-1-carboxylate